N2-(1H-indazol-6-yl)pyrimidine-2,4-diamine N1N=CC2=CC=C(C=C12)NC1=NC=CC(=N1)N